C(=O)O.NCCNC(=O)N1CCN(CC1)C(C1=C(C=C(C=C1)NC=1C=2N(C=CN1)C(=CN2)C2=C(C(=C(C=C2)OC)F)Cl)C)=O N-(2-aminoethyl)-4-[4-[[3-(2-chloro-3-fluoro-4-methoxy-phenyl)imidazo[1,2-a]pyrazin-8-yl]amino]-2-methyl-benzoyl]piperazine-1-carboxamide formate